5-(difluoromethoxy)-2-fluorobenzamide FC(OC=1C=CC(=C(C(=O)N)C1)F)F